2'-(dibenzylamino)-6'-(diethylamino)fluorane CCN(CC)C1=CC2=C(C=C1)C3(C4=CC=CC=C4C(=O)O3)C5=C(O2)C=CC(=C5)N(CC6=CC=CC=C6)CC7=CC=CC=C7